N1C=C(C2=CC=CC=C12)CCNC(C1=C(C=CC(=C1)Br)NC1=CC(=C(C(=C1)OC)OC)OC)=O N-(2-(1H-indol-3-yl)ethyl)-5-bromo-2-((3,4,5-trimethoxyphenyl)amino)benzamide